4-(3-aminobenzoyl)piperazine-1-carboxylic acid 9H-fluoren-9-ylmethyl ester hydrochloride Cl.C1=CC=CC=2C3=CC=CC=C3C(C12)COC(=O)N1CCN(CC1)C(C1=CC(=CC=C1)N)=O